3-[5-[1-[(2-morpholinopyrimidin-5-yl)methyl]-4-piperidyl]-2-oxo-benzo[ct]indol-1-yl]piperidine-2,6-dione O1CCN(CC1)C1=NC=C(C=N1)CN1CCC(CC1)C=1C=CC=2C(N(C3=CC=CC1C23)C2C(NC(CC2)=O)=O)=O